Methyl 5-[3-[4-[3-[tert-butoxycarbonyl(methyl)amino]prop-1-ynyl]-2-fluoro-phenoxy]propyl]-2-[(2,2-dimethyl-1,3-dioxolan-4-yl)methylamino]thiazole-4-carboxylate C(C)(C)(C)OC(=O)N(CC#CC1=CC(=C(OCCCC2=C(N=C(S2)NCC2OC(OC2)(C)C)C(=O)OC)C=C1)F)C